(4,5-dimethyl-2-oxo-1H-1,6-naphthyridin-3-yl)difluoroacetic acid CC1=C(C(NC2=CC=NC(=C12)C)=O)C(C(=O)O)(F)F